C(C)(C)(C)OC(=O)N1CCC(CC1)CCCOC1=CC=CC2=C1C(=NO2)NC=2C=NC=CC2 4-(3-((3-(pyridin-3-ylamino)benzo[d]isoxazol-4-yl)oxy)propyl)piperidine-1-carboxylic acid tert-butyl ester